[Si](C)(C)(C(C)(C)C)OC[C@@H]1CC[C@H](CC1)C(=O)N1OCC[C@H]1C=1N=C(SC1)C [trans-4-[[tert-butyl(dimethyl)silyl]oxymethyl]cyclohexyl]-[(3S)-3-(2-methylthiazol-4-yl)isoxazolidin-2-yl]methanone